FC=1C(=NC(=NC1)NC=1C=NN(C1)C)NC=1C=C(C=CC1)C(C(=O)N)=C [3-({5-fluoro-2-[(1-methyl-1H-pyrazol-4-yl)amino]pyrimidin-4-yl}amino)phenyl]prop-2-enamide